ClC1=C(OC=2C=C3C4(C(NC3=CC2)=O)CCC4)C(=CC(=C1)[N+](=O)[O-])Cl 5'-(2,6-dichloro-4-nitrophenoxy)spiro[cyclobutane-1,3'-indolin]-2'-one